4-(4-bromophenyl)-4-ethoxypiperidine hydrochloride Cl.BrC1=CC=C(C=C1)C1(CCNCC1)OCC